1,3-pentanediol C(CC(CC)O)O